FC1=C(C=C(C(=N1)C(=O)NS(=O)(=O)C)N[C@H](C)C=1C=C(C=C2C(N(C(=NC12)N1CC2=CC=C(C=C2C1)F)C)=O)C)C (R)-6-fluoro-3-((1-(2-(5-fluoroisoindolin-2-yl)-3,6-dimethyl-4-oxo-3,4-dihydroquinazolin-8-yl)ethyl)amino)-5-methyl-N-(methylsulfonyl)picolinamide